7'-fluoro-5'-(4-methyl-6-oxo-1,4,5,6-tetrahydropyridazin-3-yl)spiro[cyclobutane-1,3'-indolin]-2'-one FC=1C=C(C=C2C3(C(NC12)=O)CCC3)C3=NNC(CC3C)=O